C1CCCC12OC(CC(C2)C(=O)OC)C(=O)OC dimethyl 6-oxaspiro[4.5]decane-7,9-dicarboxylate